1-[2-(2-chlorophenyl)-3-(3-methyl-1-{[2-(trimethylsilyl)ethoxy]methyl}-1H-pyrrolo[2,3-b]pyridin-4-yl)-6,7-dihydropyrazolo[1,5-a]pyrazin-5(4H)-yl]prop-2-en-1-one ClC1=C(C=CC=C1)C1=NN2C(CN(CC2)C(C=C)=O)=C1C1=C2C(=NC=C1)N(C=C2C)COCC[Si](C)(C)C